3,5-dihydroxy-4,6,6-tris(3-methylbut-2-en-1-yl)-2-(2-methylbutanoyl)cyclohexa-2,4-dien-1-one OC1=C(C(C(C(=C1CC=C(C)C)O)(CC=C(C)C)CC=C(C)C)=O)C(C(CC)C)=O